FC(C(=O)N1CC2=CC=C(C=C2C1)NC(OC(C)(C)C)=O)(F)F tert-Butyl (2-(trifluoroacetyl)-2,3-dihydro-1H-isoindol-5-yl)carbamate